6-(2-(5-oxa-2-azaspiro[3.4]oct-2-yl)ethoxy)-4-(5-(6-((6-methoxypyridin-3-yl)methyl)-3,6-diazabicyclo[3.1.1]heptan-3-yl)pyrazine-2-yl)pyrazolo[1,5-a]pyridine-3-carbonitrile C1N(CC12OCCC2)CCOC=2C=C(C=1N(C2)N=CC1C#N)C1=NC=C(N=C1)N1CC2N(C(C1)C2)CC=2C=NC(=CC2)OC